C1=CC(=CC(=C1)S(=O)(=O)O)NC2=NC(=NC(=N2)N)Cl The molecule is a diamino-1,3,5-triazine with the amino groups situated at C-2 and C-4 and with a chloro group at C-6; the amino group at C-4 is substituted with a 2-sulfophenyl group. It is a diamino-1,3,5-triazine and an arenesulfonic acid. It is a conjugate acid of a 2-amino-6-chloro-4-(3-sulfonatoanilino)-1,3,5-triazine.